ICC1COC1 3-(iodomethyl)oxetan